9H-carbazole-1,2,3,4,5,6,7,8-d8 C1(=C(C(=C(C=2C3=C(C(=C(C(=C3NC12)[2H])[2H])[2H])[2H])[2H])[2H])[2H])[2H]